NC=1N=C(SC1C(=O)C1=CC(=NO1)C(=O)NC1CC(C1)(F)F)N(C1=CC=C(C=C1)F)[C@@H](C(=O)N)C |r| rac-5-[4-Amino-2-(N-(2-amino-1-methyl-2-oxoethyl)-4-fluoroanilino)thiazol-5-carbonyl]-N-(3,3-difluorocyclobutyl)isoxazol-3-carboxamid